5-bromo-6-fluoro-4-(8-fluoro-2-(((2r,7as)-2-fluoro-hexahydro-1H-pyrrolizin-7a-yl)methoxy)-4-(6-(hydroxymethyl)-1,4-oxaazepan-4-yl)pyrido[4,3-d]pyrimidin-7-yl)naphthalen-2-ol BrC1=C2C(=CC(=CC2=CC=C1F)O)C1=C(C=2N=C(N=C(C2C=N1)N1CCOCC(C1)CO)OC[C@]12CCCN2C[C@@H](C1)F)F